C[C@@H](CC)NC(O[C@H]1C[C@H](CC1)C1=CC(=NN1)NC(CC=1C=NC(=CC1)OC)=O)=O (1R,3S)-3-(3-{[(6-methoxypyridin-3-yl)acetyl]amino}-1H-pyrazol-5-yl)cyclopentyl (2S)-butan-2-ylcarbamate